C1(CCCCC1)C1=CC=C(C=N1)N 6-cyclohexyl-pyridine-3-amine